CC=1N(N=C2C(=NN=C(C21)C)N2CCC(CC2)C(=O)N2CCC(CC2)N2CCOCC2)C2=CC=C(C=C2)C (1-(3,4-dimethyl-2-(p-tolyl)-2H-pyrazolo[3,4-d]pyridazin-7-yl)piperidin-4-yl)(4-morpholinopiperidin-1-yl)methanone